C(N)(=O)C1=CC=C(C=C1)[C@H](C1=CC=C(C(=O)OC)C=C1)OC1=CC=C2C(CCOC2=C1C)=O (R,S)-Methyl 4-((4-carbamoylphenyl)((8-methyl-4-oxochroman-7-yl)oxy)methyl)benzoate